2-(3,4-epoxycyclohexylyl)ethyltriethoxysilane C1(CC2C(CC1)O2)=CC[Si](OCC)(OCC)OCC